(2R,3R,4R,5R,6R)-4,5-bis(benzyloxy)-6-((benzyloxy)methyl)-2-methoxytetrahydro-2H-pyran-3-amine C(C1=CC=CC=C1)O[C@@H]1[C@H]([C@@H](O[C@@H]([C@@H]1OCC1=CC=CC=C1)COCC1=CC=CC=C1)OC)N